(S)-4-((S)-7-(8-ethyl-7-fluoro-3-hydroxynaphthalen-1-yl)-6,8-difluoro-2-(((2R,7as)-2-fluoro-hexahydro-1H-pyrrolizin-7a-yl)methoxy)quinazolin-4-yl)-6-methyl-1,4-oxazepan-6-ol C(C)C=1C(=CC=C2C=C(C=C(C12)C1=C(C=C2C(=NC(=NC2=C1F)OC[C@]12CCCN2C[C@@H](C1)F)N1CCOC[C@](C1)(O)C)F)O)F